C1(CC1)C=1C=NC(=NC1)N1CCC(CC1)NC(OC(C)(C)C)=O Tert-butyl (1-(5-cyclopropylpyrimidin-2-yl)piperidin-4-yl)carbamate